6-chloro-5-(2-methoxy-6-(6-methyl-7-oxo-2,6-diazaspiro[3.4]octan-2-yl)pyridin-3-yl)-1H-indole-3-carboxylic acid ClC1=C(C=C2C(=CNC2=C1)C(=O)O)C=1C(=NC(=CC1)N1CC2(C1)CN(C(C2)=O)C)OC